C(C1=CC=CC=C1)N(C1CCC(CC1)(O)CC)CC1=CC=CC=C1 (cis)-4-(dibenzylamino)-1-ethylcyclohexan-1-ol